C(C=C)(=O)N1CC2C3=C(N(N=C3C(C1)N1C(C=CC=C1)=O)C1=CC=C(C=C1)C1CC1)CCN2C(=O)[O-] 7-acryloyl-2-(4-cyclopropylphenyl)-9-(2-oxopyridin-1(2H)-yl)-2,3,4,5a,6,7,8,9-octahydro-5H-1,2,5,7-tetraazabenzo[cd]azulene-5-carboxylate